ClC=1N=C(N=NC1C#N)N1CC(CCC1)N1C(N(CC1)C(F)(F)F)=O 5-Chloro-3-(3-(2-oxo-3-(trifluoromethyl)imidazolin-1-yl)piperidin-1-yl)-1,2,4-triazine-6-carbonitrile